1-(tert-butyl)-3-(p-tolyl)pyrazolo[3,4-d]pyrimidin-4-amine C(C)(C)(C)N1N=C(C=2C1=NC=NC2N)C2=CC=C(C=C2)C